(3-(trifluoromethyl)pyridin-2-yl)methylamine FC(C=1C(=NC=CC1)CN)(F)F